2-methyl-2-phenylpropan-1-ol CC(CO)(C)C1=CC=CC=C1